ClC1=CC=2\C(\C3=CC(=CC=C3C2C(=C1)C(O)CN(CCCC)CCCC)Cl)=C/C1=CC=C(C=C1)Cl (Z)-2,7-dichloro-9-[(4-chlorophenyl)methylene]-α-[(di-n-butylamino)methyl]-9H-fluorene-4-methanol